tert-butyl 4-(7-(2-methylpyrimidin-5-yl)-4-oxoquinazolin-3(4H)-yl)piperidine-1-carboxylate CC1=NC=C(C=N1)C1=CC=C2C(N(C=NC2=C1)C1CCN(CC1)C(=O)OC(C)(C)C)=O